C(C)N(C1=CC=C(C=C1)/C=C/C(=O)C1=C(C=C(C=C1OC)OC)O)CC (E)-3-[4-(Diethylamino)phenyl]-1-(2-hydroxy-4,6-dimethoxyphenyl)prop-2-en-1-one